FC1=CC=CC=2NC(=NC21)CNC2=NC(=NC=1N2N=CC1C(F)(F)F)S(=O)(=O)C N-[(4-fluoro-1H-benzimidazol-2-yl)methyl]-2-(methanesulfonyl)-8-(trifluoromethyl)pyrazolo[1,5-a][1,3,5]triazin-4-amine